tert-butyl 2-(3-(2,4-dioxotetrahydropyrimidin-1(2H)-yl)-1-methyl-1H-indazol-6-yl)-2,7-diazaspiro[3.5]nonane-7-carboxylate O=C1N(CCC(N1)=O)C1=NN(C2=CC(=CC=C12)N1CC2(C1)CCN(CC2)C(=O)OC(C)(C)C)C